COCCCOC1=CC=C(C=C1)C=1SC=C(N1)C(C)(C)NC(OC1CN2CCC1CC2)=O Quinuclidin-3-yl (2-(2-(4-(3-methoxypropoxy)phenyl)thiazol-4-yl)-propan-2-yl)carbamate